1'-benzyl-1-(4-(difluoromethyl)phenyl)spiro[indoline-3,4'-piperidine] C(C1=CC=CC=C1)N1CCC2(CC1)CN(C1=CC=CC=C12)C1=CC=C(C=C1)C(F)F